COC1=CC=C(C=N1)OC1CCN(CC1)C(=O)OC(C)(C)C tert-Butyl 4-((6-methoxypyridin-3-yl)oxy)piperidine-1-carboxylate